4-(4-methylbenzylidene)-3-methyl-1-phenyl-1H-pyrazol-5(4H)-one CC1=CC=C(C=C2C(=NN(C2=O)C2=CC=CC=C2)C)C=C1